CC1CN(CCO1)C=1C=C2C=CN=C(C2=CN1)NCC1=CC=C(C=C1)C1=CC(=NC=C1)C 6-(2-methylmorpholinyl)-N-(4-(2-methylpyridin-4-yl)benzyl)-2,7-naphthyridin-1-amine